dihydrospiro[cyclopenta[d]thiazole-5,4'-piperidin]-6-amine N1CCC2(CC1)C(=C1C(NCS1)=C2)N